dimethylhexahydropyrano[3,2-d][1,3]dioxine-6-carboxylic acid CC1C2C(OC(O1)C)CCC(O2)C(=O)O